(1R,4S)-4-(2,5-dimethyl-1H-pyrrol-1-yl)cyclopent-2-ene-1-carboxylic acid methyl ester COC(=O)[C@H]1C=C[C@H](C1)N1C(=CC=C1C)C